(S)-6-(methoxy-d3)-1-tosyl-6-(trifluoromethyl)-4,5,6,7-tetrahydro-1H-indole-3-sulfonyl chloride C(O[C@]1(CCC=2C(=CN(C2C1)S(=O)(=O)C1=CC=C(C)C=C1)S(=O)(=O)Cl)C(F)(F)F)([2H])([2H])[2H]